OC(C(=O)O)CCCCCCCCCC α-hydroxydodecanoic acid